Cl.ClC1=C(C(=CC=C1)F)C=1C=C2C(=NNC2=CC1)NC(=O)[C@@H]1CNCCC1 (3S)-N-[5-(2-chloro-6-fluorophenyl)-1H-indazol-3-yl]piperidine-3-carboxamide hydrochloride